1-(1,2-Benzoxazol-3-yl)ethyl Acetate C(C)(=O)OC(C)C1=NOC2=C1C=CC=C2